FC1(CC=C(CC1)C1=C2C(=NC(=C1)N1[C@@H](COCC1)C)C(=NS2)C2=CC(=NN2C2OCCCC2)C)F (3R)-4-[7-(4,4-difluorocyclohex-1-en-1-yl)-3-[3-methyl-1-(oxan-2-yl)-1H-pyrazol-5-yl]-[1,2]thiazolo[4,5-b]pyridin-5-yl]-3-methylmorpholine